3-(9-((4-(aminomethyl)-2,6-dimethylphenyl)carbamoyl)-4,5-dihydrobenzo[b]thieno[2,3-d]oxepin-8-yl)-6-(((1-methylcyclobutyl)methyl)carbamoyl)picolinic acid NCC1=CC(=C(C(=C1)C)NC(=O)C1=CC2=C(OCCC3=C2SC=C3)C=C1C=1C(=NC(=CC1)C(NCC1(CCC1)C)=O)C(=O)O)C